C(C)(C)(C)C1=NNC(=C1)NC(=O)NC1=CC=C(C=C1)N1C=NC2=C1C=CC(=C2)OCCN2CCN(CC2)C=2C=C1C(N(C(C1=CC2)=O)C2C(NC(CC2)=O)=O)=O (3-(tert-butyl)-1H-pyrazol-5-yl)-3-(4-(5-(2-(4-(2-(2,6-dioxopiperidin-3-yl)-1,3-dioxoisoindol-5-yl)piperazin-1-yl)ethoxy)-1H-benzo[d]imidazol-1-yl)phenyl)urea